1-(isothiazol-5-ylmethyl)piperidin S1N=CC=C1CN1CCCCC1